(S)-4-chloro-N-(3-(1-((2-ethyl-2H-pyrazolo[3,4-b]pyrazin-6-yl)amino)ethyl)-4-methylphenyl)-3-methylbenzamide ClC1=C(C=C(C(=O)NC2=CC(=C(C=C2)C)[C@H](C)NC=2C=NC=3C(N2)=NN(C3)CC)C=C1)C